C[N+](C)(C)CCCC(=O)[O-] 4-trimethylaminobutyrate